C1(CC1)N([C@H]1CN(C[C@H](C1)F)C(=O)NC)C(NCC1=NOC(=C1)C1=CC(=CC=C1)OC(F)(F)F)=O (3R,5S)-3-{1-cyclopropyl-[({5-[3-(trifluoromethoxy)phenyl]-1,2-oxazol-3-yl}methyl)carbamoyl]amino}-5-fluoro-N-methylpiperidine-1-carboxamide